FC(OC=1C=2N(C=C(C1)C(F)(F)F)C[C@]1(N2)CCOC2=C(C=CC=C21)C(F)F)F (S)-8'-(difluoromethoxy)-8-(difluoromethyl)-6'-(trifluoromethyl)-3'h-spiro[chroman-4,2'-imidazo[1,2-a]pyridine]